BrC=1C(=NC=C(N1)C1=CC(=CC=C1)O[Si](C)(C)C(C)(C)C)N 3-bromo-5-(3-((tert-butyldimethylsilyl)oxy)phenyl)pyrazin-2-amine